2-n-butyl-3-[4-(3-di-n-butylaminopropoxy)benzoyl]-5-methanesulfonamidobenzofuran C(CCC)C=1OC2=C(C1C(C1=CC=C(C=C1)OCCCN(CCCC)CCCC)=O)C=C(C=C2)NS(=O)(=O)C